N1-(2-methyl-4-{2-[5-(propan-2-yloxy)-1H-indazol-3-yl]pyrimidin-4-yl}phenyl)propane-1,2-diamine CC1=C(C=CC(=C1)C1=NC(=NC=C1)C1=NNC2=CC=C(C=C12)OC(C)C)NCC(C)N